tert-Butyl (4-(8-amino-3-(tetrahydrofuran-3-yl)imidazo[1,5-a]pyrazin-1-yl)-2-methoxyphenyl)carbamate NC=1C=2N(C=CN1)C(=NC2C2=CC(=C(C=C2)NC(OC(C)(C)C)=O)OC)C2COCC2